ClC=1C=C(NC2(CCC3(C(CC4=CC=CC=C34)C[C@H](COC3=C4C(=NC=C3)C(CC4)(C)O)C)CC2)C(=O)O)C=CC1 4-(3-Chloroanilino)-2'-{(2R)-3-[(7-hydroxy-7-methyl-6,7-dihydro-5H-cyclopenta[b]pyridin-4-yl)oxy]-2-methylpropyl}-2',3'-dihydrospiro[cyclohexane-1,1'-indene]-4-carboxylic acid